C12(CCC(CC1)CC2)C[C@H]2NC(N(C2=O)C2CC1(CC(C1)OC1=C(C(=O)N)C=CC=N1)C2)=O (((R)-6-(4-(bicyclo[2.2.2]octan-1-ylmethyl)-2,5-dioxoimidazolidin-1-yl)spiro[3.3]heptan-2-yl)oxy)nicotinamide